C(C)N1N=CC(=C1C1=C(C=C(C=C1)NC(C)C)F)C(=O)N[C@@H]1C(NC2=C(C(=N1)C1=CC=CC=C1)C=CC=C2)=O 1-Ethyl-5-[2-fluoro-4-(propan-2-ylamino)phenyl]-N-[(3S)-2-oxo-5-phenyl-1,3-dihydro-1,4-benzodiazepin-3-yl]pyrazole-4-carboxamide